N-(2,3-dimethylphenyl)acrylamide CC1=C(C=CC=C1C)NC(C=C)=O